S1C(=NC2=C1C=CC=C2)NC(=O)C2=CC1=C(C=CC=C1C=C2)B2OC(C(O2)(C)C)(C)C N-(benzo[d]thiazol-2-yl)-8-(4,4,5,5-tetramethyl-1,3,2-dioxaborolan-2-yl)-2-naphthamide